(S)-3-(4-benzylphenyl)-3-(3-(4-hydroxy-1-methyl-2-oxo-1,2-dihydropyridin-3-yl)ureido)propanoic acid C(C1=CC=CC=C1)C1=CC=C(C=C1)[C@H](CC(=O)O)NC(=O)NC=1C(N(C=CC1O)C)=O